1-(methyl-d3)-3-(4,4,5,5-tetramethyl-1,3,2-dioxaborolan-2-yl)-1H-pyrazole C(N1N=C(C=C1)B1OC(C(O1)(C)C)(C)C)([2H])([2H])[2H]